C(OCC=C=C(CCCCC)CCCCC)(OC(C)C)=O 4-pentylnon-2,3-dien-1-yl isopropyl carbonate